4-{[(1R)-1-phenylbutyl]carbamoyl}-[1,1'-biphenyl]-2-carboxylic acid C1(=CC=CC=C1)[C@@H](CCC)NC(=O)C=1C=C(C(=CC1)C1=CC=CC=C1)C(=O)O